C[C@H]1NCC[C@@H](C1)OC=1SC2=C(N1)SC(=N2)C2=NC=C(C1=C2NC=N1)C=1C=NNC1 4-(5-{[(2R,4S)-2-Methylpiperidin-4-yl]oxy}[1,3]thiazolo[5,4-d][1,3]thiazol-2-yl)-7-(1H-pyrazol-4-yl)-3H-imidazo[4,5-c]pyridin